Dipropylene Glycol Ethyl Ether Oleate C(CCCCCCC\C=C/CCCCCCCC)(=O)OCC(OCC(C)OCC)C